CC1=C(C=2N(C=C1C1=C(C3=NC(=CC=C3N1)N1[C@@H](CN(C[C@H]1C)C(CCN(C)C)=O)C)C(C)C)N=CN2)C 1-[(3R,5R)-4-(2-{7,8-dimethyl-[1,2,4]triazolo[1,5-a]pyridin-6-yl}-3-(propan-2-yl)-1H-pyrrolo[3,2-b]pyridin-5-yl)-3,5-dimethylpiperazin-1-yl]-3-(dimethylamino)propan-1-one